C(N)(=O)C=1NC(=C(C1C1=CC(=C(C(=O)O)C=C1)OC)C1=C(C=C(C=C1)NC(C(=C)F)=O)F)Cl 4-(2-Carbamoyl-5-chloro-4-(2-fluoro-4-(2-fluoroacryloylamino)phenyl)-1H-pyrrol-3-yl)-2-methoxybenzoic acid